3-(3-hydroxypropyl)benzene OCCCC=1C=CC=CC1